(6S,8R)-N-(5-chloro-6-(2H-1,2,3-triazol-2-yl)pyridine-3-yl)-2-fluoro-8-methyl-8-(trifluoromethyl)-7,8-dihydro-6H-cyclopenta[e]pyrazolo[1,5-a]pyrimidine-6-carboxamide ClC=1C=C(C=NC1N1N=CC=N1)NC(=O)[C@H]1C[C@](C2=C1C=NC=1N2N=C(C1)F)(C(F)(F)F)C